3(R)-cyclopentyl-3-[4-(7H-pyrrolo[2,3-d]pyrimidin-4-yl)-1H-pyrazol-1-yl]propanenitrile phosphate P(=O)(O)(O)O.C1(CCCC1)[C@@H](CC#N)N1N=CC(=C1)C=1C2=C(N=CN1)NC=C2